1-(5-fluoropyrimidin-2-yl)ethanone FC=1C=NC(=NC1)C(C)=O